ClC1=CC=C2C(=N1)C(=CS2)C2=CC(=NC(=C2)C)C 5-chloro-3-(2,6-dimethylpyridin-4-yl)thieno[3,2-b]pyridine